C(C1=CC=CC=C1)OC1=C(C(=NC(=C1CC(=O)OC)C)Cl)C(=O)OCC ethyl 4-benzyloxy-2-chloro-5-(2-methoxy-2-oxo-ethyl)-6-methyl-pyridine-3-carboxylate